C(C)(C)(C)OC(=O)N1C2CN(CC1CC2)C=2C=1N(N=CC2F)C=C(N1)C=1C=NN(C1)C 3-(7-fluoro-2-(1-methyl-1H-pyrazol-4-yl)imidazo[1,2-b]pyridazin-8-yl)-3,8-diazabicyclo[3.2.1]octane-8-carboxylic acid tert-butyl ester